C(CCCCCCCCCCCCCCCCC)[C] 1-octadecyl-(carbon)